(3-Fluorobenzyl)-N-(1-phenethylpiperidin-4-yl)propanamide tert-Butyl-{(1R)-2-hydroxy-1-[4-(4-methyl-1,3-thiazol-5-yl)phenyl]ethyl}carbamate C(C)(C)(C)N(C(O)=O)[C@@H](CO)C1=CC=C(C=C1)C1=C(N=CS1)C.FC=1C=C(CC(C(=O)NC2CCN(CC2)CCC2=CC=CC=C2)C)C=CC1